3-(2,2,2-trifluoroethyl)thieno[3,2-b]pyridin-7-amine FC(CC1=CSC=2C1=NC=CC2N)(F)F